N-(1,3-dihydroxypropan-2-yl)-4-(5-methyl-2-(6-methylpyridin-2-yl)-6-oxo-6,7-dihydropteridin-8(5H)-yl)nicotinamide OCC(CO)NC(C1=CN=CC=C1N1CC(N(C=2C=NC(=NC12)C1=NC(=CC=C1)C)C)=O)=O